BrC=1C(=C(C(=C(C1)OC1=C(C(=C(C(=C1)Br)Br)Br)Br)Br)Br)Br tetrabromophenyl ether